CC1=C(C=2N(C=C1C=1NC3=CC=C(C=C3C1C(C)C)C1CCC(CC1)N1CC(C1)(CO)CO)N=CN2)C (1-(4-(2-(7,8-dimethyl-[1,2,4]triazolo[1,5-a]pyridin-6-yl)-3-isopropyl-1H-indol-5-yl)cyclohexyl)azetidine-3,3-diyl)dimethanol